2-METHYLPROPANAMIDE CC(C(=O)N)C